C(CC)C(C(=O)O)(O)C.C(C(O)C)(=O)OCCC n-propyl lactate (n-propyl lactate)